ClC1=C(C(=O)NC2=CC=C(C=C2)C=2OC(=NN2)C2=CC=CC=C2)C=CC=C1 2-chloro-N-[4-(5-phenyl-1,3,4-oxadiazol-2-yl)phenyl]benzamide